OP(O)OP(O)O.P.P diphosphine diphosphite